O=C1NC(CCC1N1C(C2=CC=CC(=C2C1=O)OCCCCCN1CCN(CC1)C1=CC=C(C=C1)NC=1N=CC2=C(N1)C(=CS2)C=2C=C(C=CC2)NS(=O)(=O)C)=O)=O N-(3-(2-((4-(4-(5-((2-(2,6-Dioxopiperidin-3-yl)-1,3-dioxoisoindolin-4-yl)oxy)pentyl)piperazin-1-yl)phenyl)amino)thieno[3,2-d]pyrimidin-7-yl)phenyl)methanesulfonamide